2,4,6-trichloromethylphenol ClCC1=C(C(=CC(=C1)CCl)CCl)O